Acrylic anhydride C(C=C)(=O)OC(C=C)=O